3-(4-(aminomethyl)phenyl)-6-((1-(2-chloro-4-(1H-imidazol-1-yl)benzyl)-4-hydroxypiperidin-4-yl)methyl)-2-methyl-2,6-dihydro-7H-pyrazolo[4,3-d]pyrimidin-7-one dihydrochloride Cl.Cl.NCC1=CC=C(C=C1)C=1N(N=C2C1N=CN(C2=O)CC2(CCN(CC2)CC2=C(C=C(C=C2)N2C=NC=C2)Cl)O)C